[(4-hydroxy-1-methyl-7-phenoxyisoquinoline-3-carbonyl)amino]acetic acid OC1=C(N=C(C2=CC(=CC=C12)OC1=CC=CC=C1)C)C(=O)NCC(=O)O